(2R,3S)-2,3-dihydroxy-4-methylpentanoic acid benzyl ester C(C1=CC=CC=C1)OC([C@@H]([C@H](C(C)C)O)O)=O